N1C(CC(CC1([2H])[2H])C(CCC)(O)[2H])([2H])[2H] 1-(piperidin-4-yl-2,2,6,6-d4)butane-1-d-1-ol